tertiary-butyl-acetylene C(C)(C)(C)C#C